O[C@H]1CCNC1 (2S,4S)-4-hydroxypyrrolidin